C(C1CO1)OCCOCCOC 2-(methoxyethoxy)ethyl glycidyl ether